C(C)[C@H]1N(C[C@@H](N(C1)C(=O)OCCCC)C)C(C)C1=C(C=C(C=C1)C(F)(F)F)F butyl (2S,5R)-5-ethyl-4-(1-(2-fluoro-4-(trifluoromethyl) phenyl) ethyl)-2-methylpiperazine-1-carboxylate